FC=1C=CC(=C(C#N)C1)C1=NN(C=N1)C 5-fluoro-2-(1-methyl-1H-1,2,4-triazol-3-yl)benzonitrile